Methanesulfonic acid 3-[2-(1-{[5-methyl-3-(trifluoromethyl)-1H-pyrazol-1-yl]acetyl}piperidin-4-yl)-1,3-thiazol-4-yl]-1,5-dihydro-2,4-benzodioxepin-6-yl ester CC1=CC(=NN1CC(=O)N1CCC(CC1)C=1SC=C(N1)C1OCC2=C(CO1)C=CC=C2OS(=O)(=O)C)C(F)(F)F